ClC=1C(=NC=CC1)CN(CCCCC(=O)NO)[C@H]1CCCC=2C=CC=NC12 (S)-5-(((3-chloropyridin-2-yl)methyl)(5,6,7,8-tetrahydroquinolin-8-yl)amino)-N-hydroxypentanamide